C(#N)C1(CC1)NS(=O)(=O)C=1C=C(C=2N(C1)C(=NC2)C=2SC(=NN2)C(F)F)N2CCN(CC2)C N-(1-cyanocyclopropyl)-3-(5-(difluoromethyl)-1,3,4-thiadiazol-2-yl)-8-(4-methylpiperazin-1-yl)imidazo[1,5-a]pyridine-6-sulfonamide